BrC1=CC=C(C=C1)C=1OC2=C(N1)C=CC(=C2)C(=O)O 2-(4-bromophenyl)benzo[d]oxazole-6-carboxylic acid